methyl 5-((6-chloro-1-methyl-1H-pyrazolo[3,4-d]pyrimidin-3-yl)amino)-4-methylthiophene-2-carboxylate ClC1=NC=C2C(=N1)N(N=C2NC2=C(C=C(S2)C(=O)OC)C)C